(S)-8-fluoro-N-methyl-N-(pyrrolidin-3-yl)quinolin-5-amine hydrochloride Cl.FC1=CC=C(C=2C=CC=NC12)N([C@@H]1CNCC1)C